COC1=CC=C2C=C(N=CC2=C1)NC=1C=C2CN(C(C2=CC1)=O)N1C(CCCC1=O)=O 5-[(7-methoxyisoquinolin-3-yl)amino]-1-oxo-3H-isoindol-2-ylpiperidine-2,6-dione